(5RS)-3-[3-(3-chlorophenoxy)-6-methylpyridazin-4-yl]-5-(2,4-dimethylbenzyl)-5,6-dihydro-4H-1,2,4-oxadiazine ClC=1C=C(OC=2N=NC(=CC2C2=NOC[C@H](N2)CC2=C(C=C(C=C2)C)C)C)C=CC1 |r|